iridium dioxide [Ir](=O)=O